3-(1-(methyl-d3)-1,2,5,6-tetrahydropyridin-3-yl)-4-((3,3,4,4,5,5,6,6,6-nonafluorohexyl)oxy)-1,2,5-thiadiazole C(N1CC(=CCC1)C1=NSN=C1OCCC(C(C(C(F)(F)F)(F)F)(F)F)(F)F)([2H])([2H])[2H]